(3S,6S,7aR,8bR)-6-((tert-butoxycarbonyl)amino)-7a-methyl-5-oxodecahydro-cyclopropa[c]pyrrolo[1,2-a]azepine-3-carboxylic acid C(C)(C)(C)OC(=O)N[C@H]1C[C@@]2(C([C@@H]3N(C1=O)[C@@H](CC3)C(=O)O)C2)C